ClC1=C(C(=O)NCC=2C=CC(=NC2)C2=NC(=CC=C2)OC)C(=CC=C1)C 2-chloro-N-((6'-methoxy-[2,2'-bipyridin]-5-yl)methyl)-6-methylbenzamid